1-ethoxyethyl ether C(C)OC(C)OC(C)OCC